N,N-dipropylaminopropylamine C(CC)NN(NCCC)CCC